O=C1NC(CCC1N1C(C2=CC(=C(C=C2C1=O)N1CCN(CC1)CC1CN(C1)C(=O)OC(C)(C)C)F)=O)=O tert-butyl 3-[[4-[2-(2,6-dioxo-3-piperidyl)-6-fluoro-1,3-dioxo-isoindolin-5-yl]piperazin-1-yl]methyl]azetidine-1-carboxylate